ClC=1C(=NC(=NC1)NC1CCOCC1)C1=CC=C2CN(C(C2=C1)=O)CC(=O)NCC(C1=C(C=CC=C1)C)O 2-(6-{5-chloro-2-[(oxacyclohex-4-yl)amino]pyrimidin-4-yl}-1-oxo-2,3-dihydro-1H-isoindol-2-yl)-N-[2-hydroxy-2-(2-methylphenyl)ethyl]acetamide